methyl (2S)-5-allylpyrrolidine-2-carboxylate C(C=C)C1CC[C@H](N1)C(=O)OC